ClC(C(=O)O[C@H]1CC[C@@]2([C@H]3CC[C@@]4([C@H](CC[C@H]4[C@@H]3CC=C2C1)[C@H](C)CCCC(C)C)C)C)=O (3S,8S,9S,10R,13R,14S,17R)-10,13-dimethyl-17-((R)-6-methylheptan-2-yl)-2,3,4,7,8,9,10,11,12,13,14,15,16,17-tetradecahydro-1H-cyclopenta[a]phenanthren-3-yl 2-chloro-2-oxoacetate